CN1N=CC(=C1)NC1=NN2C(C=CC=C2OC=2C=C(C=CC2)NC(C=C)=O)=N1 N-(3-(2-(1-methyl-1H-pyrazol-4-ylamino)-[1,2,4]triazolo[1,5-a]pyridin-5-yloxy)phenyl)acrylamide